[N+](=O)([O-])C=C1N=CC=N1 nitromethyleneimidazole